FC(C1NCCC2=C1SC(=N2)C)F 4-(difluoromethyl)-2-methyl-4,5,6,7-tetrahydrothiazolo[5,4-c]pyridine